C(C1=CC=CC=C1)OC([C@@H](N)CC1(C=NC2=CC=CC=C12)C=O)=O 3-formyl-L-tryptophane benzyl ester